CCCCCCCCCCCCCCCCCCCCCCCCCC(=O)N[C@@H](CO)[C@@H]([C@@H](CCCCCCCCCCCCCC)O)O The molecule is a phytoceramide compound having a hexacosanoyl group attached to the nitrogen atom. It has a role as a Saccharomyces cerevisiae metabolite. It is a N-(very-long-chain fatty acyl)-sphingoid base and a N-acylphytosphingosine.